Cl.COC1=C(C=CC(=C1)CNC(CCCCC=CC(C)C)=O)C(N(CC)CC)C(=O)O 2-methoxy-4-((8-methylnon-6-enamido)methyl)phenyldiethylglycine hydrochloride